3-(4-amino-6,7-dimethylquinazolin-8-yl)-2,4-dimethylphenol NC1=NC=NC2=C(C(=C(C=C12)C)C)C=1C(=C(C=CC1C)O)C